5-bromo-3-aminoisoindol-1-one BrC=1C=C2C(=NC(C2=CC1)=O)N